methyl 5-methyl-2-(pyrazin-2-yl)-6-(3-(trifluoromethyl)-7,8-dihydro-1,6-naphthyridin-6(5H)-yl)nicotinate CC=1C(=NC(=C(C(=O)OC)C1)C1=NC=CN=C1)N1CC=2C=C(C=NC2CC1)C(F)(F)F